N-[2-(1,4-diazepan-1-yl)-6-(pyrrolidin-1-yl)pyrimidin-4-yl]-1-(propan-2-yl)-1H-pyrazolo[4,3-c]pyridin-6-amine N1(CCNCCC1)C1=NC(=CC(=N1)NC1=CC2=C(C=N1)C=NN2C(C)C)N2CCCC2